tert-butyl 3-((3-(5-aminopyrazin-2-yl)-5-morpholinophenyl)sulfonyl)azetidine-1-carboxylate NC=1N=CC(=NC1)C=1C=C(C=C(C1)N1CCOCC1)S(=O)(=O)C1CN(C1)C(=O)OC(C)(C)C